ClC=1C(=CC2=C(N(C(O2)=O)CCC(=O)O)C1)Cl 3-(5,6-dichloro-2-oxobenzo[d]oxazol-3(2H)-yl)propanoic acid